ClC=1C=CC(=C(C1)N1C(C(N(CC1)[C@H](C(=O)NC=1C=C2C=C(N(C2=CC1)C(=O)OC(C)(C)C)C(=O)OC(C)(C)C)CC1=CC=C(C=C1)NC(=O)OC1=CC=CC=C1)=O)=O)N1N=NN=C1 di-tert-butyl (S)-5-(2-(4-(5-chloro-2-(1H-tetrazol-1-yl) phenyl)-2,3-dioxopiperazin-1-yl)-3-(4-((phenoxycarbonyl) amino) phenyl) propionamido)-1H-indole-1,2-dicarboxylate